BrC1=CC=C(C=C1)C1=NN=C2N1C1=CC=CC=C1C(=N2)NC (4-bromophenyl)-N-methyl-[1,2,4]triazolo[4,3-a]quinazolin-5-amine